OC1=C(C2=C(OC(CS2)(C)C2=NC(=NO2)CCC=2C=C(C(=CC2)O)O)C(=C1C)C)C 4-(2-(5-(6-Hydroxy-2,5,7,8-tetramethyl-2,3-dihydrobenzo[b][1,4]oxathiin-2-yl)-1,2,4-oxadiazol-3-yl)ethyl)benzene-1,2-diol